C1(CC1)C1=C(C=C(C=C1)F)[C@@H]1C2=C(NC(=C1C(=O)OC)CF)COC2=O methyl (R)-4-(2-cyclopropyl-5-fluorophenyl)-2-(fluoromethyl)-5-oxo-1,4,5,7-tetrahydrofuro[3,4-b]pyridine-3-carboxylate